tricopper water O.[Cu].[Cu].[Cu]